N-(2-(4,4-difluorocyclohexyl)-4-(2,5-difluorophenyl)pyridin-3-yl)-3-(difluoromethyl)-1-methyl-1H-pyrazole-4-carboxamide FC1(CCC(CC1)C1=NC=CC(=C1NC(=O)C=1C(=NN(C1)C)C(F)F)C1=C(C=CC(=C1)F)F)F